ClC1=CC(=C(C=C1)C1=CC=C(C=C1)N1CCN(CC1)CC(C)C)N1CC(CCC1)N1N=CC(=C1C(F)(F)F)C(=O)OCC ethyl 1-[1-{4-chloro-4'-[4-(2-methylpropyl)piperazin-1-yl] [1,1'-biphenyl]-2-yl}piperidin-3-yl]-5-(trifluoromethyl)-1H-pyrazole-4-carboxylate